Tert-butyl 2-((2-chloro-3'-(7-cyano-5-formylbenzo[d]oxazol-2-yl)-2'-methyl-[1,1'-biphenyl]-3-yl) carbamoyl)-1-methyl-6,7-dihydro-1H-imidazo[4,5-c]pyridine-5(4H)-carboxylate ClC1=C(C=CC=C1NC(=O)C=1N(C2=C(CN(CC2)C(=O)OC(C)(C)C)N1)C)C1=C(C(=CC=C1)C=1OC2=C(N1)C=C(C=C2C#N)C=O)C